1-({3,4-difluoro-2-[(2-fluoro-4-iodophenyl)amino]phenyl}carbonyl)-3-({[2-(2,3-dihydro-1H-indol-3-yl)ethyl]amino}methyl)azetidin-3-ol FC=1C(=C(C=CC1F)C(=O)N1CC(C1)(O)CNCCC1CNC2=CC=CC=C12)NC1=C(C=C(C=C1)I)F